TERT-BUTYL [(1S,3S)-1-FORMYL-3-METHYLPENTYL]CARBAMATE C(=O)[C@H](C[C@H](CC)C)NC(OC(C)(C)C)=O